NOS(=O)(=O)O (aminooxy)sulfonic acid